4-(ethylamino)-5-[5-(piperazin-1-yl)-1,3,4-oxadiazol-2-yl]Pyridine C(C)NC1=CC=NC=C1C=1OC(=NN1)N1CCNCC1